3-((2-chloro-5-methylpyrimidin-4-yl)amino)thiophene-2-carboxamide ClC1=NC=C(C(=N1)NC1=C(SC=C1)C(=O)N)C